COC=1C=C(C=CC1OC)CN 3,4-dimethoxyphenylmethanamine